OCCCCN(CCCCCCCS(=O)(=O)N(CCCCCC)CCCCCCCC)CCCCCCCS(=O)(=O)N(CCCCCCCC)CCCCCC 7,7'-((4-hydroxybutyl)azanediyl)bis(N-hexyl-N-octylheptane-1-sulfonamide)